tert-butyl 6-chloro-1-(2-(4-(dimethoxymethyl)piperidin-1-yl)ethyl)-3-(3-((6-fluoronaphthalen-1-yl)oxy)propyl)-7-(1,3,5-trimethyl-1H-pyrazol-4-yl)-1H-indole-2-carboxylate ClC1=CC=C2C(=C(N(C2=C1C=1C(=NN(C1C)C)C)CCN1CCC(CC1)C(OC)OC)C(=O)OC(C)(C)C)CCCOC1=CC=CC2=CC(=CC=C12)F